FC1=C(C=CC=C1)[C@@H](C)OC(=O)NC=1C(=NOC1C1=CC=C(C(=N1)C)NC(=O)[C@@H]1[C@H](CCCC1)C(=O)OC(C)(C)C)C tert-butyl (1S,2S)-2-((6-(4-((((R)-1-(2-fluorophenyl)ethoxy)carbonyl)amino)-3-methylisoxazol-5-yl)-2-methylpyridin-3-yl)carbamoyl)cyclohexane-1-carboxylate